4-(N-(4-HYDROXYCYCLOHEXYL)SULFAMOYL)PHENYLBORONIC ACID B1(OC(C(O1)(C)C)(C)C)C2=CC=C(C=C2)S(=O)(=O)NC3CCC(CC3)O